bis(benzyl salicylate) carbonate C(O)(O)=O.C(C1=CC=CC=C1)OC=1C(C(=O)O)=CC=CC1.C(C1=CC=CC=C1)OC=1C(C(=O)O)=CC=CC1